(S)-5-((3-hydroxypyrrolidin-1-yl)methyl)-1-(pyridin-4-yl)-4,6,7,8-tetrahydro-3H-9-oxa-2-thia-4-azabenzo[cd]azulene-3-one O[C@@H]1CN(CC1)CC=1NC(C=2SC(=C3OCCCC1C23)C2=CC=NC=C2)=O